yttrium ruthenium iridium [Ir].[Ru].[Y]